NC1=NC=CC=C1C1=NC=2C(=NC(=CC2)C2=CC=CC=C2)N1C1=CC=C(C=C1)C1CN(CCC1)C(C)C1=CC=C(C(=O)O)C=C1 4-(1-(3-(4-(2-(2-aminopyridin-3-yl)-5-phenyl-3H-imidazo[4,5-b]pyridin-3-yl)phenyl)piperidin-1-yl)ethyl)benzoic acid